CC1=NC=CC(=C1C)B(O)O 2,3-DIMETHYLPYRIDIN-4-YLBORONIC ACID